(2-methylpyridin-4-yl)-N-(4-(methylsulfonyl)phenyl)-5-((phenylsulfanyl)methyl)thiazol-2-amine CC1=NC=CC(=C1)C=1N=C(SC1CSC1=CC=CC=C1)NC1=CC=C(C=C1)S(=O)(=O)C